C(C)[C@@H]1C(N(C(N1)=O)C=1C=NC(=CC1)OC1=CC(=CC=C1)C(C)C)=O (5R)-5-ethyl-3-(6-{[3-(1-methylethyl)phenyl]oxy}-3-pyridinyl)-2,4-imidazolidinedione